O1CCN(CCC1)CC#N (1,4-oxaazepan-4-yl)acetonitrile